C(#N)[C@H]1N(CC(C1)(F)F)C(CNC(OC(C)(C)C)=O)=O (S)-tert-butyl (2-(2-cyano-4,4-difluoropyrrolidin-1-yl)-2-oxoethyl)carbamate